3-[5-fluoro-3-(1-phenylpyrazol-4-yl)-2-pyridyl]-3-methoxy-5,5-dimethyl-6-oxo-cyclohexene-1-carbonitrile FC=1C=C(C(=NC1)C1(C=C(C(C(C1)(C)C)=O)C#N)OC)C=1C=NN(C1)C1=CC=CC=C1